CC1(N(CCN(C1)[C@@H](C(NC1=NC=C(N=C1)OC1=C(C=C(C(=C1)F)F)F)=O)C)C(=O)C1=CC=[N+](C=C1)[O-])C (R)-4-(2,2-dimethyl-4-(1-oxo-1-((5-(2,4,5-trifluorophenoxy)pyrazin-2-yl)amino)propan-2-yl)piperazine-1-carbonyl)pyridine 1-oxide